O1NC=NC=C1 1,2,4-oxadiazine